2,2-Difluoro-3-((1S,3R)-1-(5-((1-(3-fluoropropyl)azetidin-3-yl)oxy)thiazol-2-yl)-3-methyl-1,3,4,9-tetrahydro-2H-pyrido[3,4-b]indol-2-yl)propan-1-ol FC(CO)(CN1[C@@H](C=2NC3=CC=CC=C3C2C[C@H]1C)C=1SC(=CN1)OC1CN(C1)CCCF)F